ClC=1C=C(C=C(C1)Cl)C1=NC(=CC(=C1)CN1CCC(CC1)CNC(C)=O)OC=1C=NC=NC1N1CCN(CC1)CCC(C)S(=O)(=O)C N-((1-((2-(3,5-dichlorophenyl)-6-((6-(4-(3-(methylsulfonyl)butyl)piperazin-1-yl)pyrimidin-5-yl)oxy)pyridin-4-yl)methyl)piperidin-4-yl)methyl)acetamide